(S)-3-fluoro-4-(((6-(3-methylpiperazin-1-yl)pyrazin-2-yl)oxy)methyl)benzonitrile trifluoroacetic acid salt FC(C(=O)O)(F)F.FC=1C=C(C#N)C=CC1COC1=NC(=CN=C1)N1C[C@@H](NCC1)C